Cl.O=C1NC(CCC1C1(C(C(=O)N)C=CC(=C1)N1CCNCC1)F)=O 2-(2,6-dioxopiperidin-3-yl)-2-fluoro-4-(piperazin-1-yl)benzamide hydrochloride